CN(C/C=C/C(=O)N(C)[C@H](C(=O)NCC#CC=1C=C(C=CC1)NC=1C(=NC(=C(N1)NC1CCOCC1)CC)C(=O)N)C)C (S,E)-3-((3-(3-(2-(4-(dimethylamino)-N-methylbut-2-enamido)propanamido)prop-1-yn-1-yl)phenyl)amino)-6-ethyl-5-((tetrahydro-2H-pyran-4-yl)amino)pyrazine-2-carboxamide